2-methyl-5-(4-nitrophenyl)-2,5-diazabicyclo[2.2.1]heptane CN1C2CN(C(C1)C2)C2=CC=C(C=C2)[N+](=O)[O-]